CC=1C=C(C=C2C=NNC12)C[C@H](C(=O)O)NC(=O)N1CCC(CC1)C1=CC2=C(NC1=O)SCCC2 (R)-3-(7-methyl-1H-indazol-5-yl)-2-(4-(7-oxo-3,4,7,8-tetrahydro-2H-thiopyrano[2,3-b]pyridin-6-yl)piperidine-1-carboxamido)propionic acid